C1(=CC=CC=C1)N(C1=CC=2C3(C4=CC(=CC=C4C2C=C1)N(C1=CC=CC=C1)C1=CC=CC=C1)C1=CC(=CC=C1C=1C=CC(=CC13)N(C1=CC=CC=C1)C1=CC=CC=C1)N(C1=CC=CC=C1)C1=CC=CC=C1)C1=CC=CC=C1 2,2',7,7'-tetrakis(diphenylamino)-9,9'-spirobi[9H-fluorene]